ClC=1N=C(SC1N(C(CCS(=O)(=O)C)=O)CC)C=1C=NC=CC1 N-[4-chloro-2-(pyridin-3-yl)-1,3-thiazol-5-yl]-N-ethyl-3-(methanesulfonyl)propanamide